COC1=CC=C(C=C1)C1=NOC(=N1)C1=CC=C(N=N1)NCCCN1CCC(CC1)C 6-(3-(4-methoxyphenyl)-1,2,4-oxadiazol-5-yl)-N-(3-(4-methylpiperidin-1-yl)propyl)pyridazin-3-amine